7-amino-8-(3-hydroxy-2,6-dimethylphenyl)-4-methyl-8H-pyrrolo[3,2-e][1,2,4]triazolo[1,5-a]pyrazine-6-carboxamide formate C(=O)O.NC1=C(C=2N=C(C=3N(C2N1C1=C(C(=CC=C1C)O)C)N=CN3)C)C(=O)N